ClC=1C(=NC(=NC1)NC1CCOCC1)C1=CC=C2CN(C(C2=C1)=O)[C@@H](C(=O)N[C@H](CO)C1=NC(=C(C=C1)Cl)C)C (2R)-2-(6-{5-chloro-2-[(oxan-4-yl)amino]pyrimidin-4-yl}-1-oxo-2,3-dihydro-1H-isoindol-2-yl)-N-[(1S)-1-(5-chloro-6-methylpyridin-2-yl)-2-hydroxyethyl]propanamide